3,4,7,8,9,9a-hexahydro-1H-quinolizine-2,6-dione C1C(CCN2C(CCCC12)=O)=O